C(N)(=O)[C@H]1N2C(N([C@H](CC1)C2)OS(=O)(=O)OC(C(C(=O)OCC)(C)C)C)=O ethyl 3-(((((1R,2S,5R)-2-carbamoyl-7-oxo-1,6-diazabicyclo[3.2.1]octan-6-yl)oxy)sulfonyl)oxy)-2,2-dimethylbutanoate